FC=1C=2N(C=C(C1)C1=CC3=CN(N=C3C(=C1)F)C)C=C(N2)C2CN(C2)C(=O)OC(C)(C)C Tert-butyl 3-(8-fluoro-6-(7-fluoro-2-methyl-2H-indazol-5-yl)imidazo[1,2-a]pyridin-2-yl)azetidine-1-carboxylate